3,3-dimethoxy-8-oxo-7-phenyl-2-oxa-7,9-diaza-3-silaundec-11-yl acrylate C(C=C)(=O)OCCNC(N(CCC[Si](OC)(OC)OC)C1=CC=CC=C1)=O